N-(heptane-4-yl)-5-(1-methyl-1H-pyrazol-4-yl)benzo[b]thiophene-3-carboxamide-1,1-dioxide CCCC(CCC)NC(=O)C=1C2=C(S(C1)(=O)=O)C=CC(=C2)C=2C=NN(C2)C